4-[2-(acryloyloxy)ethoxy]benzoic acid C(C=C)(=O)OCCOC1=CC=C(C(=O)O)C=C1